(trans)-methyl 4-(2-fluoro-5-methoxyphenyl)cyclohexanecarboxylate FC1=C(C=C(C=C1)OC)[C@@H]1CC[C@H](CC1)C(=O)OC